lithium bis(trifluoromethane) sulfimide salt [SH2]=N.FC(F)F.FC(F)F.[Li]